2-(thiophen-2-ylmethylene)-6-hydroxybenzofuran-3(2H)-one S1C(=CC=C1)C=C1OC2=C(C1=O)C=CC(=C2)O